CC1C(CN(CC1)CC1=CC=CC=C1)=O 4-methyl-1-(phenylmethyl)-3-piperidone